3-bromophenyl (pentyl) sulfide C(CCCC)SC1=CC(=CC=C1)Br